NC1=C2C(C3(C(OC4=C3C=CC(=C4)C(C)C)(C2=CC=C1)O)NC(=O)C=1NC(=C(C1C)S(N)(=O)=O)C)=O N-(1-amino-4b-hydroxy-7-isopropyl-10-oxo-4b,10-dihydro-9bH-indeno[1,2-b]benzofuran-9b-yl)-3,5-dimethyl-4-sulfamoyl-1H-pyrrole-2-carboxamide